C1(=CC=CC=C1)OC(N[C@H](C(=O)N1[C@@H](C[C@H](C1)O)C(NCC1=C(C=C(C=C1)C#C)OC)=O)C(C)(C)C)=O Phenyl-((S)-1-((2S,4R)-2-((4-ethynyl-2-methoxybenzyl)carbamoyl)-4-hydroxypyrrolidin-1-yl)-3,3-dimethyl-1-oxobutan-2-yl)carbamate